COCC(C)(C)OC(=O)OCOP(=O)(OCOC(=O)OC(COC)(C)C)C(C1=CC2=C(SC(=C2)C(=O)OC2=CC=C(C=C2)[N+](=O)[O-])C=C1)(F)F 4-nitrophenyl 5-((bis(((((1-methoxy-2-methylpropan-2-yl)oxy)carbonyl)oxy)methoxy)phosphoryl)difluoromethyl)benzo[b]thiophene-2-carboxylate